ClC=1C=C2C=NN(C2=CC1N1C[C@@H]2OCCN[C@H]2CC1)C=1C=NN(C1)C1CC1 (4aS,8aS)-6-[5-chloro-1-(1-cyclopropyl-1H-pyrazol-4-yl)-1H-indazol-6-yl]octahydro-1H-pyrido[3,4-b][1,4]oxazine